Cl.BrC1=CN=C(S1)NC 5-bromo-N-methylthiazol-2-amine hydrochloride